FC(C1=NN=C(O1)C1=CN=C(S1)CN(S(=O)(=O)CCN1CCOCCC1)C=1C=NC=CC1)F N-({5-[5-(difluoromethyl)-1,3,4-oxadiazol-2-yl]-1,3-thiazol-2-yl}methyl)-2-(1,4-oxazepan-4-yl)-N-(pyridin-3-yl)ethane-1-sulfonamide